ClC=1C(=C(C(=CC1)F)[C@H](C12CCC(CC1)(C2)F)NC(=O)C2C[C@H]([C@H](C2)NC(OC(C)(C)C)=O)O)F tert-butyl ((1S,2R)-4-(((S)-(3-chloro-2,6-difluorophenyl)(4-fluorobicyclo[2.2.1]heptan-1-yl)methyl)carbamoyl)-2-hydroxycyclopentyl)carbamate